C1(=CC=C(C=C1)/C=C/C(=O)N1C(OC2(CC2)[C@H]1C1=CC=CC=C1)=O)C1=CC=CC=C1 (R,E)-6-(3-([1,1'-biphenyl]-4-yl)acryloyl)-7-phenyl-4-oxa-6-azaspiro[2.4]Heptan-5-one